CN1C(=NN(C1=O)CCNC(C1=C(C=CC=C1)C(F)(F)F)=O)C(F)(F)F N-[2-[4,5-dihydro-4-methyl-5-oxo-3-(trifluoromethyl)-1H-1,2,4-triazol-1-yl]ethyl]-2-(trifluoromethyl)benzamide